C1(CCCCC1)=CC1=CC2=CC=CC=C2C=C1 2-(cyclohexylidenemethyl)naphthalene